(4-formyl-3-hydroxy-5-methylhexyl)glycine Ethyl-2-(1-ethyl-1H-pyrazol-4-yl)-3-fluoro-5-nitrobenzoate C(C)C1=C(C(=C(C(=O)O)C=C1[N+](=O)[O-])C=1C=NN(C1)CC)F.C(=O)C(C(CCNCC(=O)O)O)C(C)C